BrC=1C=C(C=CC1N[C@@H](CC)C1=CC=CC=C1)S(=O)(=O)NC 3-bromo-N-methyl-4-[[(1S)-1-phenylpropyl]amino]benzenesulfonamide